C(#CC)C=1C=C2C=NNC2=C(C1)C(=O)N 5-(propane-1-yne-1-yl)-1H-indazole-7-carboxamide